trimethylβ-alanine CC(N(C)C)CC(=O)O